CC1=NC(=NO1)C1=CC=C(N=N1)OC1=CC=C(C=C1)C(CC)(CC)C1=CC=C(OC2CC(C2)NC(OC(C)(C)C)=O)C=C1 tert-butyl ((1s,3s)-3-(4-(3-(4-((6-(5-methyl-1,2,4-oxadiazol-3-yl)pyridazine-3-yl)oxy)phenyl)pentan-3-yl)phenoxy)cyclobutyl)carbamate